4-[1-({6-methylimidazo[1,2-a]pyridin-2-yl}methyl)-1H-1,2,3-triazol-4-yl]-1H-indazole CC=1C=CC=2N(C1)C=C(N2)CN2N=NC(=C2)C2=C1C=NNC1=CC=C2